N-{1-[2-(cyclopropylmethoxy)-6-fluorophenyl]ethyl}-5-{2-acetamidoimidazo[1,2-b]pyridazin-6-yl}-2-methoxypyridine-3-carboxamide C1(CC1)COC1=C(C(=CC=C1)F)C(C)NC(=O)C=1C(=NC=C(C1)C=1C=CC=2N(N1)C=C(N2)NC(C)=O)OC